NC1=CC(=C2C(CCO2)=C1C#N)Cl 5-amino-7-chloro-2,3-dihydro-Benzofuran-4-carbonitrile